(S)-2-((N-cyclopropylsulfamoyl)amino)-N-(1-(8-ethynyl-1-oxo-2-phenyl-1,2-dihydrocyclopenta[de]isoquinolin-3-yl)ethyl)pyrazolo[1,5-a]pyrimidine-3-carboxamide C1(CC1)NS(=O)(=O)NC1=NN2C(N=CC=C2)=C1C(=O)N[C@@H](C)C=1N(C(C=2C(=CC=C3C2C1C=C3)C#C)=O)C3=CC=CC=C3